COC(=O)C1=CC2=C(N=C(N2CCOC)CN2N=NC(=C2)C2=CC=CC=3OC(OC32)(C)C3=NC=C(C=C3)Cl)C=C1 Methyl-2-[[4-[2-(5-chloro-2-pyridyl)-2-methyl-1,3-benzodioxol-4-yl]triazol-1-yl]methyl]-3-(2-methoxyethyl)benzimidazole-5-carboxylate